COC1=C(C(=CC=C1)OCC1CNCCO1)C1=CC(=NN1)NC=1C=CC(=NC1)C#N 5-((5-(2-methoxy-6-(morpholin-2-ylmethoxy)phenyl)-1H-pyrazol-3-yl)amino)cyanopyridine